tert-Butyl 2-(3-(1,3-dioxolan-2-yl)pyridin-2-yl)-4-(trifluoromethyl)piperidine-1-carboxylate O1C(OCC1)C=1C(=NC=CC1)C1N(CCC(C1)C(F)(F)F)C(=O)OC(C)(C)C